C1(CC1)C1=C(C(=NO1)C1=C(C=CC=C1Cl)Cl)COC1CCN(CC1)C1=CC=C(/C(/N)=N/O)C=C1 (Z)-4-(4-((5-cyclopropyl-3-(2,6-dichlorophenyl)isoxazol-4-yl)methoxy)piperidin-1-yl)-N'-hydroxybenzimidamide